ClC1=CC(=C(COC2=CC=CC(=N2)N2C[C@@H](N(CC2)CC2=NC3=C(N2CC2=NN=CN2CC)C=C(C=C3)C(=O)O)C)C=C1)F 2-{[(2S)-4-{6-[(4-chloro-2-fluorobenzyl)oxy]pyridin-2-yl}-2-methylpiperazin-1-yl]methyl}-1-[(4-ethyl-4H-1,2,4-triazol-3-yl)methyl]-1H-benzimidazole-6-carboxylic acid